FCC1(CC1)CNC1=C(C=CC(=N1)C(=O)[O-])N 6-(((1-(fluoromethyl) cyclopropyl) methyl) amino)-5-aminopicolinate